C(CCCCCCCCCCCCC)N1C(=C(C(C=C1)=O)CO)C N-tetradecyl-2-methyl-3-hydroxymethyl-pyridin-4-one